Allyl (2-trifluoromethyl-2-propen-1-oxy) chlorophosphate P(=O)(OCC=C)(OOCC(=C)C(F)(F)F)Cl